CC(C)(C)C1=C(C=C(C(=C1)C(C)(C)C)O)NC(=O)C1=CNC2=CC=CC=C2C1=O N-[2,4-bis(1,1-dimethylethyl)-5-hydroxyphenyl]-1,4-dihydro-4-oxoquinoline-3-carboxamide